(4-chlorophenyl)-1-(piperidin-1-yl)prop-2-en-1-one ClC1=CC=C(C=C1)C(C(=O)N1CCCCC1)=C